CN[C@H]1CCC2=CC=CC=C12 (S)-N-methyl-2,3-dihydro-1H-inden-1-amine